CN1C(N(C2=C3C(=NC=C21)NC(=C3C3=C(C#N)C=CC=C3)C=3C=NN(C3)C)C3CCC2(CN(C2)S(=O)(=O)C)CC3)=O (3-methyl-7-(1-methyl-1H-pyrazol-4-yl)-1-(2-(methylsulfonyl)-2-azaspiro[3.5]non-7-yl)-2-oxo-1,2,3,6-tetrahydroimidazo[4,5-d]pyrrolo[2,3-b]pyridin-8-yl)benzonitrile